2-[4-(chloromethyl)phenyl]-3-fluoropyridine ClCC1=CC=C(C=C1)C1=NC=CC=C1F